4-((1-(4-(m-methylphenyl)piperazine-1-carbonyl)cyclopentyl)oxy)benzonitrile CC=1C=C(C=CC1)N1CCN(CC1)C(=O)C1(CCCC1)OC1=CC=C(C#N)C=C1